(S)-4-(N-Methylacetamido)-3-(4-methylphenyl)-N-((R)-1-(6-(trifluoromethyl)pyridin-3-yl)ethyl)-4,5-dihydro-1H-pyrazole-1-carboxamide CN(C(C)=O)[C@@H]1C(=NN(C1)C(=O)N[C@H](C)C=1C=NC(=CC1)C(F)(F)F)C1=CC=C(C=C1)C